C(C1=CC=CC=C1)OC(/C=C/CCCC)CCC (E)-7-benzyloxy-5-decene